C(CC)C(C(=O)O)=COC=CC(=O)O.C(CCCCC)(O)O hexanediol propyloxydiacrylate